(1R,5S)-3-(7-(8-fluoro-3-(methoxymethyloxy)naphthalen-1-yl)-2-(methylsulfinyl)-5,6,7,8-tetrahydroquinazolin-4-yl)-3,8-diazabicyclo[3.2.1]octane-8-carboxylic acid tert-butyl ester C(C)(C)(C)OC(=O)N1[C@H]2CN(C[C@@H]1CC2)C2=NC(=NC=1CC(CCC21)C2=CC(=CC1=CC=CC(=C21)F)OCOC)S(=O)C